N1C=CC2=CC=CC(=C12)C1CCN(CC1)C(=O)OC(C)(C)C Tert-butyl 4-(1H-indol-7-yl)piperidine-1-carboxylate